C12C(C3CC(CC(C1)C3)C2)CC(=O)NC2=CC3=C(NC(=N3)OC3COCC3)C=C2 2-(2-adamantyl)-N-(2-tetrahydrofuran-3-yloxy-1H-benzimidazol-5-yl)acetamide